BrC=1C=CC=2C=C3N(C2C1)C(N(C3(C#CCCC3=CC=CC=C3)CCCC)OC)=O 6-bromo-1-butyl-2-methoxy-1-(4-phenylbut-1-yn-1-yl)-1,2-dihydro-3H-imidazo[1,5-a]indol-3-one